3-[1-(3-bromophenyl)-3-methoxy-cyclobutyl]-4-methyl-1,2,4-triazole BrC=1C=C(C=CC1)C1(CC(C1)OC)C1=NN=CN1C